C(CC)(=O)OC1=C(C=C(C=C1)C(CNC)O)OC(CC)=O 4-(1-hydroxy-2-(methylamino) ethyl)-1,2-phenylene dipropionate